(E)-8-chloro-pentadec-9-enoic acid ClC(CCCCCCC(=O)O)\C=C\CCCCC